benzyl 3,3-dimethyl-5-phenyl-4-(4-phenylbutylcarbamoyl)piperazine-1-carboxylate CC1(CN(CC(N1C(NCCCCC1=CC=CC=C1)=O)C1=CC=CC=C1)C(=O)OCC1=CC=CC=C1)C